FC(C=1OC(=NN1)C=1SC(=CC1)CC1=CN=C(O1)C1=CC=CC=C1)F 2-(difluoromethyl)-5-[5-[(2-phenyl-1,3-oxazol-5-yl)methyl]thiophen-2-yl]-1,3,4-oxadiazole